7-methoxy-2-methylimidazo[1,2-a]pyridine COC1=CC=2N(C=C1)C=C(N2)C